hydroxyrhamnose OC(=O)[C@H](O)[C@H](O)[C@@H](O)[C@@H](O)C